ClC=1C=C2CCN(CC2=C(C1)[C@H]1NCCOC1)C(=O)N1CC(OC(C1)C)C (3R)-3-[6-chloro-2-(2,6-dimethylmorpholine-4-carbonyl)-1,2,3,4-tetrahydroisoquinolin-8-yl]morpholine